O=S1(C2=C(C(C1)S(=O)(=O)NC1=C(C=CC=C1)C#CC1=CC=C(C(=O)O)C=C1)C=CC=C2)=O 4-{2-[2-(1,1-dioxo-2,3-dihydro-1lambda6-benzo[b]thiophene-3-sulfonamido)phenyl]ethynyl}benzoic acid